NC(CS(=O)(=O)O)CC 2-Aminobutanesulfonic acid